CN(CCC1=CNC2=CC=CC(=C12)OS(=O)(=O)OCC(C(=O)OCC)(C)C)C Ethyl 3-((((3-(2-(dimethylamino)ethyl)-1H-indol-4-yl)oxy)sulfonyl)oxy)-2,2-dimethylpropanoate